2-azabutene C=NCC